CC1CN(CCC12COC1=C3CN(C(C3=CC=C12)=O)C1C(NC(CC1)=O)=O)CC1=CC(=CC=C1)C=1C=NN(C1)C 3-(3'-methyl-1'-(3-(1-methyl-1H-pyrazol-4-yl)benzyl)-6-oxo-6,8-dihydro-2H,7H-spiro[furo[2,3-e]isoindole-3,4'-piperidin]-7-yl)piperidine-2,6-dione